1-(2-bromophenyl)-1H-indene BrC1=C(C=CC=C1)C1C=CC2=CC=CC=C12